C(CC#CCCCCC)OC(CCCCCCCNCCO)=O 8-((2-hydroxyethyl)amino)octanoic acid non-3-yn-1-yl ester